FC=1C(=CC2=C(N=C(S2)C=2C=C(C=C3C=NC(=NC23)NC)C)C1)OC 8-(5-fluoro-6-methoxybenzo[d]thiazol-2-yl)-N,6-dimethylquinazolin-2-amine